N1N=CC=C1C1CCN(CC1)C1=NC2=C(C=C(C=C2C(N1C)=O)C)[C@@H](C)NC=1C(=NC(=CC1)Cl)C(=O)NS(=O)(=O)C (R)-3-((1-(2-(4-(1H-pyrazol-5-yl)piperidin-1-yl)-3,6-dimethyl-4-oxo-3,4-dihydroquinazolin-8-yl)ethyl)amino)-6-chloro-N-(methylsulfonyl)picolinamide